CC1=C(C=CC=C1C)N1CCN(CC1)C(CN1N=C(C2=C1CCC2)C(=O)N2CCC1(C[C@@H](OC1=O)C)CC2)=O (3S)-8-(1-{2-[4-(2,3-Dimethylphenyl)piperazin-1-yl]-2-oxoethyl}-1,4,5,6-tetrahydrocyclopenta[c]pyrazol-3-carbonyl)-3-methyl-2-oxa-8-azaspiro[4.5]decan-1-on